3-(2-chloro-6-methyl-4-pyridinyl)-2-(3-cyanophenyl)-N-[(1r,2s)-2,3-dihydroxy-1-methyl-propyl]pyrazolo[1,5-a]pyrimidine-5-carboxamide ClC1=NC(=CC(=C1)C=1C(=NN2C1N=C(C=C2)C(=O)N[C@@H]([C@@H](CO)O)C)C2=CC(=CC=C2)C#N)C